NC1=C(N=C(S1)C1=C(C=CC=C1F)F)C(=O)NC=1C(=C2C(=NC1)CCC2)N2CC(CCC2)N 5-amino-N-{4-[3-aminopiperidin-1-yl]-6,7-dihydro-5H-cyclopenta[b]pyridin-3-yl}-2-(2,6-difluorophenyl)-1,3-thiazole-4-carboxamide